ClC1=C2C=CC=NC2=C(C=C1)O 5-chloro-8-hydroxyquinolin